(R)-4-(5-chloro-4-(1-methyl-1H-pyrazol-5-yl)-7-(3-methyl-1H-pyrazol-5-yl)imidazo[1,5-b]pyridazin-2-yl)-3-methylmorpholine ClC=1N=C(N2N=C(C=C(C21)C2=CC=NN2C)N2[C@@H](COCC2)C)C2=CC(=NN2)C